N-(3-sulfamoylphenyl)-5-(trifluoromethyl)-2-[(2S)-2-(trifluoro-methyl)-morpholin-4-yl]pyridine-3-carboxamide S(N)(=O)(=O)C=1C=C(C=CC1)NC(=O)C=1C(=NC=C(C1)C(F)(F)F)N1C[C@H](OCC1)C(F)(F)F